N1CC(C1)COC=1C=C(C=2N(C1)N=CC2C#N)C=2C=NC(=CC2)N2CC1N(C(C2)C1)CC=1C=NC(=CC1)OC 6-(Azetidin-3-ylmethoxy)-4-(6-(6-((6-methoxypyridin-3-yl)methyl)-3,6-diazabicyclo[3.1.1]hept-3-yl)pyridin-3-yl)pyrazolo[1,5-a]pyridine-3-carbonitrile